BrC=1N=CC(=NC1)N([C@@H]1[C@@H]([C@H]2CC[C@@H](C1)N2C(=O)OC(C)(C)C)F)C2CC2 tert-butyl (1R,2S,3S,5S)-3-((5-bromopyrazin-2-yl)(cyclopropyl)amino)-2-fluoro-8-azabicyclo[3.2.1]octane-8-carboxylate